2-(Aminomethyl)-6-azaspiro[3.4]octane-6-carboxylate NCC1CC2(C1)CN(CC2)C(=O)[O-]